2,6-Dichloro-N-(phenylcarbamoyl)nicotinamide ClC1=C(C(=O)NC(NC2=CC=CC=C2)=O)C=CC(=N1)Cl